C(C)NC(=O)C=1C=CC=CC1 3-(ethylcarbamoyl)benzene